(3,4-Dimethoxyphenylethyl)-2,3,4,9-tetrahydro-1H-carbazol-1-amine COC=1C=C(C=CC1OC)CCC1(CCCC=2C3=CC=CC=C3NC12)N